6-chloro-5-(2,6-difluorophenyl)-7-(trifluoromethyl)-1,3-dihydro-1,4-benzodiazepin-2-one ClC1=C(C=CC2=C1C(=NCC(N2)=O)C2=C(C=CC=C2F)F)C(F)(F)F